9-(1,3-benzodioxol-5-yl)-4,6,7-trimethoxy-3H-benzo[f][2]benzofuran-1-one O1COC2=C1C=CC(=C2)C2=C1C(=C(C3=C2C(OC3)=O)OC)C=C(C(=C1)OC)OC